tris[2,4-di-tert-butylphenyl] phosphate P(=O)(OC1=C(C=C(C=C1)C(C)(C)C)C(C)(C)C)(OC1=C(C=C(C=C1)C(C)(C)C)C(C)(C)C)OC1=C(C=C(C=C1)C(C)(C)C)C(C)(C)C